C(=C=C)C1=CC=C(C=C1)O 4-(propen-1-en-1-yl)phenol